NC1=CC(=C(C(=C1C(C)=O)F)N1C[C@H](CC1)OC)F (S)-1-(6-amino-2,4-difluoro-3-(3-methoxypyrrolidin-1-yl)phenyl)ethan-1-one